phenylvinylsulfonyl fluoride C1(=CC=CC=C1)C=CS(=O)(=O)F